C(=O)O.N1(N=CC=C1)C1CN(CCC1)CC=1C=C(C=CC1C)C(CC(=O)O)CCC=1N=NN(C1)CCC 3-(3-((3-(1H-pyrazol-1-yl)piperidin-1-yl)methyl)-4-methylphenyl)-5-(1-propyl-1H-1,2,3-triazol-4-yl)pentanoic acid, formic acid salt